tert-butyl (4-((3,5-difluoro-4-(4-methylpiperidin-1-yl)phenyl)amino)benzyl)carbamate FC=1C=C(C=C(C1N1CCC(CC1)C)F)NC1=CC=C(CNC(OC(C)(C)C)=O)C=C1